ClC=1C=NC(=NC1)N1CC2(C1)CN(CC2)C2=CN=C1C(=N2)N(N=C1)CC(F)F 2-(5-chloropyrimidin-2-yl)-6-[1-(2,2-difluoroethyl)-1H-pyrazolo[3,4-b]pyrazin-6-yl]-2,6-diazaspiro[3.4]octane